1'-(2-{1-[3-hydroxy-3-methylcyclobutyl]-7-(trifluoromethyl)-1H-1,3-benzimidazol-5-yloxy}ethyl)-1H,3H-spiro[4,1-benzoxazepine-5,4'-piperidin]-2-one OC1(CC(C1)N1C=NC2=C1C(=CC(=C2)OCCN2CCC1(CC2)OCC(NC2=C1C=CC=C2)=O)C(F)(F)F)C